ClC1=NN=C(C2=CC=CC=C12)NCC(C)(O)C 1-((4-chlorophthalazin-1-yl)amino)-2-methylpropane-2-ol